N[C@@H]1C2=CC=CC=C2CC12CCN(CC2)C2=CN=C1C(=N2)NN=C1C(=C)C1=C(C=CC=C1)CO (S)-(2-(1-(6-(1-amino-1,3-dihydro-spiro[inden-2,4'-piperidin]-1'-yl)-1H-pyrazolo[3,4-b]pyrazin-3-yl)vinyl)phenyl)methanol